1-(aminomethyl)-3,3-dimethylcyclopentan-1-ol NCC1(CC(CC1)(C)C)O